C1=CC=C(C=2SC3=C(C21)C=CC=C3)C=3C=C(C=CC3)C=3N=CC2=C(N3)C3=C(O2)C=CC=C3 3-(dibenzothiophen-4-yl)phenyl-[1]Benzofuro[3,2-d]Pyrimidine